C(C)C(CCC)C=1OCCCN1 2-(ethylbutyl)-4,5-dihydro-1,3-oxazine